6-((2s,4r)-2-(1-cyclopropyl-1H-pyrazol-4-yl)tetrahydro-2H-pyran-4-yl)-8-(2,4-difluorophenyl)-3-methyl-2-(trifluoromethyl)pyrido[3,4-d]pyrimidin-4(3H)-one C1(CC1)N1N=CC(=C1)[C@H]1OCC[C@H](C1)C1=CC2=C(N=C(N(C2=O)C)C(F)(F)F)C(=N1)C1=C(C=C(C=C1)F)F